C(C)(=O)NC=1C=CC2=C(C(=CO2)C=2CC3CCCCN3CC2)C1 5-(acetyl)amino-3-(1,4,5,6,7,8,9-heptahydroquinolizin-2-yl)-benzofuran